ClC1=C(C(=O)NC2=C(C=C(C(=C2)C=2C=NC(=NC2)N2CCOCC2)F)N2C[C@H](N(CC2)C)C)C=CC=C1Cl 2,3-dichloro-N-[4-fluoro-5-(2-morpholin-4-ylpyrimidin-5-yl)-2-[(3R)-3,4-dimethylpiperazin-1-yl]phenyl]benzamide